((2-(2-methyl-[1,1'-biphenyl]-3-yl)-6-(2,2,2-trifluoroethoxy)benzo[d]oxazol-5-yl)methyl)-D-alanine CC1=C(C=CC=C1C=1OC2=C(N1)C=C(C(=C2)OCC(F)(F)F)CN[C@H](C)C(=O)O)C2=CC=CC=C2